6-{4-[3-(3-methyl-1,2-thiazol-5-yl)pyridin-2-yl]piperazin-1-yl}-2-azaspiro[3.3]heptane-2-carboxylic acid ethyl ester C(C)OC(=O)N1CC2(C1)CC(C2)N2CCN(CC2)C2=NC=CC=C2C2=CC(=NS2)C